OCCCCCO[Ti] (5-hydroxypentoxy)titanium